2-(7-((2S,5R)-5-ethyl-4-(1-(3-fluoro-2-methylpyrazolo[1,5-a]pyrimidin-5-yl)ethyl)-2-methylpiperazin-1-yl)-4-methyl-5-oxo-4,5-dihydro-2H-pyrazolo[4,3-b]pyridin-2-yl)acetonitrile C(C)[C@H]1N(C[C@@H](N(C1)C=1C=2C(N(C(C1)=O)C)=CN(N2)CC#N)C)C(C)C2=NC=1N(C=C2)N=C(C1F)C